N-(4-(morpholine-4-carbonyl)phenyl)-5-nitro-1H-pyrazolo[3,4-b]pyridine-3-carboxamide N1(CCOCC1)C(=O)C1=CC=C(C=C1)NC(=O)C1=NNC2=NC=C(C=C21)[N+](=O)[O-]